(S)-2-((S)-2-Acetamido-3-(1H-indol-3-yl)propanamido)-6-diazo-5-oxohexanamide C(C)(=O)N[C@H](C(=O)N[C@H](C(=O)N)CCC(C=[N+]=[N-])=O)CC1=CNC2=CC=CC=C12